FC1=C(C(=O)N(C2=NC=CC3=C2C(=CS3)C=C)[C@H]3CNCCC3)C=CC(=C1)C=1SC(=NN1)C 2-fluoro-4-(5-methyl-1,3,4-thiadiazol-2-yl)-N-[(3R)-3-piperidyl]-N-(3-vinylthieno[3,2-c]pyridin-4-yl)benzamide